C(C)(=O)NC=1SC(=CN1)CN1CCC(CC1)=CC(=O)NC1=CC=C(C=C1)Cl 2-(1-((2-acetamidothiazol-5-yl)methyl)piperidin-4-ylidene)-N-(4-chlorophenyl)acetamide